ClC=1C=C(C=CC1Cl)CCNCC1=C(N=C2SC=CN21)C2=CC=C(C=C2)OC 2-(3,4-dichlorophenyl)-N-((6-(4-methoxyphenyl)imidazo[2,1-b]thiazol-5-yl)methyl)ethan-1-amine